5-[4-[(1S)-1-aminoethyl]phenyl]thiazol-4-amine N[C@@H](C)C1=CC=C(C=C1)C1=C(N=CS1)N